C(C1=CC=CC=C1)OC1=C(C(=C2C[C@@H](N(C2=C1)C(=O)OC(C)(C)C)CNCC(OCOCCOC)C(F)F)F)N(C(C(F)(F)F)=O)CC(=O)OC(C)(C)C tert-butyl (2R)-6-(benzyloxy)-5-[(2-tert-butoxy-2-oxoethyl)(trifluoroacetyl)amino]-2-[8-(difluoromethyl)-2,5,7-trioxa-10-azaundecan-11-yl]-4-fluoro-2,3-dihydro-1H-indole-1-carboxylate